O1CCN(CC1)CC1=CC=C(CN2N=NC=C2)C=C1 1-(4-(morpholinomethyl)benzyl)-1H-1,2,3-triazole